(1R,2R,3S,5S)-3-(3,4-dichlorophenyl)-2-(methoxymethyl)-8-azabicyclo[3.2.1]octane ClC=1C=C(C=CC1Cl)[C@@H]1[C@H]([C@H]2CC[C@@H](C1)N2)COC